ClC=1C=CC(=C(C1)C1=CC(=CN=N1)NC1=CC=NC2=CC(=CC=C12)C(=O)[O-])F.[Li+] lithium 4-{[6-(5-chloro-2-fluorophenyl)pyridazin-4-yl]amino}quinoline-7-carboxylate